[C@@H]1([C@@H](C=CC=C1)C(=O)OCCC)C(=O)OCCC dipropyl trans-cyclohexa-3,5-diene-1,2-dicarboxylate